3,3-dimethyl-2-benzofuran-1(3H)-one CC1(OC(C2=C1C=CC=C2)=O)C